3,5-dihydroxy-6-methoxy-4-oxotetrahydro-2H-pyran-2-carboxylate OC1C(OC(C(C1=O)O)OC)C(=O)[O-]